N-[4-[[3-[2-[(3-Methyl-2-nitro-imidazol-4-yl)methyl]-1,2,4-triazol-3-yl]-7-morpholino-1,6-naphthyridin-5-yl]oxy]cyclohexyl]pyrimidin-2-amine CN1C(=NC=C1CN1N=CN=C1C=1C=NC2=CC(=NC(=C2C1)OC1CCC(CC1)NC1=NC=CC=N1)N1CCOCC1)[N+](=O)[O-]